1-[3-[[tert-butyl(diphenyl)silyl]oxymethyl]oxetan-3-yl]ethanol [Si](C1=CC=CC=C1)(C1=CC=CC=C1)(C(C)(C)C)OCC1(COC1)C(C)O